COC(=O)C=1C=C(C(=NC1)OC1=CC=C(C2=C1N=C(O2)N2CC1N(C(C2)C1)C(=O)OC(C)(C)C)C=1SC=CN1)C(F)(F)F tert-Butyl 3-(4-((5-(methoxycarbonyl)-3-(trifluoromethyl)pyridin-2-yl)oxy)-7-(thiazol-2-yl)benzo[d]oxazol-2-yl)-3,6-diazabicyclo[3.1.1]heptane-6-carboxylate